N-(9-fluorenylmethoxycarbonyl)-N1-t-butoxycarbonyl-L-tryptophan C1=CC=CC=2C3=CC=CC=C3C(C12)COC(=O)N[C@@H](CC1=CN(C2=CC=CC=C12)C(=O)OC(C)(C)C)C(=O)O